OCC1CC(C1)C1=CC=C2C(=NN(C2=C1)C)N1C(NC(CC1)=O)=O {6-[3-(hydroxymethyl)cyclobutyl]-1-methylindazol-3-yl}-1,3-diazinane-2,4-dione